4-(6-chloro-7-(8-ethyl-7-fluoro-3-(methoxymethoxy)naphthalen-1-yl)-8-fluoro-2-(((2R,7aS)-2-fluorotetrahydro-1H-pyrrolizin-7a(5H)-yl)methoxy)quinazolin-4-yl)-6-methyl-1,4-oxazepane ClC=1C=C2C(=NC(=NC2=C(C1C1=CC(=CC2=CC=C(C(=C12)CC)F)OCOC)F)OC[C@]12CCCN2C[C@@H](C1)F)N1CCOCC(C1)C